NC1=C(C=C2N=CC=NC2=C1C1=C(C=CC(=C1)O)C)C(=O)N (M)-7-Amino-8-(5-hydroxy-2-methylphenyl)quinoxaline-6-carboxamide